triacontanoic acid amide C(CCCCCCCCCCCCCCCCCCCCCCCCCCCCC)(=O)N